5-methyl-4-(6-(naphthalen-1-ylamino)hexyl)-2,4-dihydro-3H-pyrazol-3-one CC=1C(C(NN1)=O)CCCCCCNC1=CC=CC2=CC=CC=C12